cholestenedione C=C(C)C(C(C[C@@H](C)[C@H]1CC[C@H]2[C@@H]3CCC4CCCC[C@]4(C)[C@H]3CC[C@]12C)=O)=O